FC1=C(C=CC=C1)C1=CC(=CC=C1)C(F)(F)F fluoro-3'-(trifluoromethyl)-[1,1'-biphenyl]